9,9-bis[4-(4-amino-2-methylphenoxy)phenyl]fluorene NC1=CC(=C(OC2=CC=C(C=C2)C2(C3=CC=CC=C3C=3C=CC=CC23)C2=CC=C(C=C2)OC2=C(C=C(C=C2)N)C)C=C1)C